(E)-3-hydroxy-4-methoxybenzaldehyde O-(3-methylbenzoyl) oxime CC=1C=C(C(=O)O\N=C\C2=CC(=C(C=C2)OC)O)C=CC1